3-(2,6-difluorophenyl)-2-methylsulfinylnaphthalene FC1=C(C(=CC=C1)F)C=1C(=CC2=CC=CC=C2C1)S(=O)C